C(C)(=O)N1CCC(CC1)OC1=CC=C(C=C1)C=1C=C(C(=NC1F)N)C=1C=C2CCNC(C2=CC1)=O 6-(5-(4-((1-acetylpiperidin-4-yl)oxy)phenyl)-2-amino-6-fluoropyridin-3-yl)-3,4-dihydroisoquinolin-1(2H)-one